(2S,3R)-N-(2-Amino-3-fluoro-4-((4-hydroxybenzyl)amino)phenyl)-2,3-difluorodecanamid NC1=C(C=CC(=C1F)NCC1=CC=C(C=C1)O)NC([C@@H]([C@@H](CCCCCCC)F)F)=O